3-(4-furanyl)-alanine O1C=CC(=C1)C[C@H](N)C(=O)O